C(C)(C)(C)OC(=O)N1[C@@H]2CN([C@H](C1)C2)C2=NC=C(C(=C2)C(=O)O)[N+](=O)[O-] 2-[(1S,4S)-5-tert-butoxycarbonyl-2,5-diazabicyclo[2.2.1]heptan-2-yl]-5-nitro-pyridine-4-carboxylic acid